2-(2,6-dichloro-4-(6-(difluoromethyl)-3,5-dioxo-4,5-dihydro-1,2,4-triazin-2(3H)-yl)phenoxy)-5-hydroxy-N-((1r,3r)-3-hydroxycyclobutyl-3-d)pyridine-4-sulfonamide ClC1=C(OC2=NC=C(C(=C2)S(=O)(=O)NC2CC(C2)([2H])O)O)C(=CC(=C1)N1N=C(C(NC1=O)=O)C(F)F)Cl